1-((3-((3-cyano-1-azetidinyl)sulfonyl)phenyl)carbonyl)-N-(3,4-dichlorobenzyl)-D-prolinamide C(#N)C1CN(C1)S(=O)(=O)C=1C=C(C=CC1)C(=O)N1[C@H](CCC1)C(=O)NCC1=CC(=C(C=C1)Cl)Cl